C(#N)C=1C(NC2=CN=C(C=C2C1N1CCC2(CC2)CC1)N1CC(C1)NC(OC(C)(C)C)=O)=O Tert-butyl (1-(3-cyano-2-oxo-4-(6-azaspiro[2.5]octane-6-yl)-1,2-dihydro-1,7-naphthyridine-6-yl)azetidin-3-yl)carbamate